methoxy-methyldiethoxysilane CO[Si](OCC)(OCC)C